CC1CNC(O1)=O 5-methyl-1,3-oxazolidin-2-one